(2R)-2-methyl-1,4-oxazinane C[C@H]1OCCNC1